[N].CN1CCOCC1 methylmorpholine nitrogen